2,4-diethylaniline C(C)C1=C(N)C=CC(=C1)CC